C(#N)C1=NC2=CC(=CC(=C2N=C1N1CC(C1)OC)[C@@H](C)NC1=C(C(=O)O)C=CC=C1)C (R)-2-((1-(2-cyano-3-(3-methoxyazetidin-1-yl)-7-methylquinoxalin-5-yl)ethyl)amino)benzoic acid